3-(2-aminophenoxy)phthalonitrile NC1=C(OC2=C(C(C#N)=CC=C2)C#N)C=CC=C1